FC1=C(C=C(C=C1)N[C@@H]1C(NC(CC1)=O)=O)N1CCNCC1 (S)-3-((4-Fluoro-3-(piperazin-1-yl)phenyl)amino)piperidine-2,6-dione